BrC=1C(=NC=2N(C1N)N=CC2C=2C=NN(C2)C)[C@H]2CNCCC2 6-bromo-3-(1-methyl-1H-pyrazol-4-yl)-5-[(3R)-piperidin-3-yl]pyrazolo[1,5-a]pyrimidin-7-amine